tert-butyl 6-(7-(4-fluoro-2-methoxyphenyl)-6-(4,5,6,7-tetrahydrothiazolo[5,4-c]pyridin-2-yl) thieno[3,2-c]pyridin-4-yl)-3,4-dihydroisoquinoline-2(1H)-carboxylate FC1=CC(=C(C=C1)C=1C2=C(C(=NC1C=1SC=3CNCCC3N1)C=1C=C3CCN(CC3=CC1)C(=O)OC(C)(C)C)C=CS2)OC